4-(2-((1H-Pyrazol-4-yl)amino)-5-chloropyrimidin-4-yl)benzoic Acid N1N=CC(=C1)NC1=NC=C(C(=N1)C1=CC=C(C(=O)O)C=C1)Cl